BrC1=CC(=C2CCN(CC2=C1)C)CO (7-bromo-2-methyl-1,2,3,4-tetrahydroisoquinolin-5-yl)methanol